(E)-N'-(2-cyano-4-((4-(hydroxymethyl)-4-methyl-4,5-dihydrooxazol-2-yl)amino)phenyl)-N,N-dimethylformamidine C(#N)C1=C(C=CC(=C1)NC=1OCC(N1)(C)CO)/N=C/N(C)C